1-butyl-4-(2-hydroxyphenyl)-3-methyl-1H-imidazol-3-ium iodide [I-].C(CCC)N1C=[N+](C(=C1)C1=C(C=CC=C1)O)C